OB1N(N=CC2=C1C=CC=C2)C(=O)C2=C(C=CC=C2)C (1-hydroxybenzo[d][1,2,3]diazaborinin-2(1H)-yl)(o-tolyl)methanone